monofluorophosphate sodium salt [Na+].P(=O)([O-])([O-])F.[Na+]